C(C)(C)(C)OC(=O)N1CCC(CC1)=CC1=C2CCN(CC2=CC=C1)C(=O)[O-] 5-[(1-tert-butoxycarbonyl-4-piperidylidene)methyl]-3,4-dihydro-1H-isoquinoline-2-carboxylate